N-[(3S)-9-fluoro-2-oxo-5-phenyl-1,3-dihydro-1,4-benzodiazepin-3-yl]-2-(1H-indazol-5-yl)imidazo[1,2-b]pyridazine-3-carboxamide FC1=CC=CC=2C(=N[C@@H](C(NC21)=O)NC(=O)C2=C(N=C1N2N=CC=C1)C=1C=C2C=NNC2=CC1)C1=CC=CC=C1